N-t-Butyl-N'-tetradecyl-3-tetradecylaminopropionamidine CCCCCCCCCCCCCCNCCC(=NCCCCCCCCCCCCCC)NC(C)(C)C